N-[(1S)-2,2-dicyclopropyl-1-[[5-(5-cyclopropyl-6-methyl-1-oxido-pyridin-1-ium-3-yl)-6-fluoro-2-pyridyl]carbamoyl]ethyl]-2-isopropyl-pyrazole-3-carboxamide C1(CC1)C([C@@H](C(NC1=NC(=C(C=C1)C=1C=[N+](C(=C(C1)C1CC1)C)[O-])F)=O)NC(=O)C=1N(N=CC1)C(C)C)C1CC1